(R)-2-bromo-6-(3-ethoxytetrahydrofuran-3-yl)-4-methylpyridine BrC1=NC(=CC(=C1)C)[C@]1(COCC1)OCC